N,N-dimethyl-4-oxopiperidine-1-carboxamide CN(C(=O)N1CCC(CC1)=O)C